CCCCCC (2R,3S,4R,5S)-hexane